[N+](=[N-])=CC(CC[C@@H](C(=O)OC(C)C)NC([C@H](CC(C)C)OC(C)C)=O)=O isopropyl (S)-6-diazo-2-((S)-2-isopropoxy-4-methylpentanamido)-5-oxohexanoate